methyl (S)-5-(1-(2-hydroxypropyl)-5-methyl-1H-pyrazol-4-yl)pyrazolo[1,5-a]pyridine-3-carboxylate O[C@H](CN1N=CC(=C1C)C1=CC=2N(C=C1)N=CC2C(=O)OC)C